ClP(=O)(Cl)C1=C2NC(=C1)C(=C1C=CC(=N1)C(=C1C=CC(N1)=C(C=1C=CC(N1)=C2C2=CC=CC=C2)C2=CC=CC=C2)C2=CC=CC=C2)C2=CC=CC=C2 dichlorophosphoryl-tetraphenylporphyrin